Ethyl 2-bromospiro[5,7-dihydropyrazolo[5,1-b][1,3]oxazine-6,1'-cyclopropane]-3-carboxylate BrC1=NN2C(OCC3(CC3)C2)=C1C(=O)OCC